1-((3S,4r)-4-(3,4-difluorophenyl)-1-(2-methoxyethyl)pyrrolidin-3-yl)-3-(4-methyl-1-phenyl-3-((S)-pyrrolidin-2-yl)-1H-pyrazol-5-yl)urea dihydrochloride Cl.Cl.FC=1C=C(C=CC1F)[C@H]1[C@@H](CN(C1)CCOC)NC(=O)NC1=C(C(=NN1C1=CC=CC=C1)[C@H]1NCCC1)C